N,N'-bis((S)-1-hydroxy-3-methylbutan-2-yl)-2,2-dimethylmalonamide OC[C@H](C(C)C)NC(C(C(=O)N[C@H](CO)C(C)C)(C)C)=O